NC1=C(C=C(C=C1)C1=NN(C2=NC=NC(=C21)N)C2CCC2)F 3-(4-amino-3-fluorophenyl)-1-cyclobutyl-1H-pyrazolo[3,4-d]pyrimidin-4-amine